BrC=1C(=NC=C(C(=O)OC)C1)I methyl 5-bromo-6-iodonicotinate